C(CCC)N1C(C2=CN=CC=C2C(=C1)C1=CC(=C(C=C1)O[C@H]1[C@@H](CN(CC1)CC1CCNCC1)F)F)=O 2-butyl-4-(3-fluoro-4-(((3R,4R)-3-fluoro-1-(piperidin-4-ylmethyl)piperidin-4-yl)oxy)phenyl)-2,7-naphthyridin-1(2H)-one